1-methyl-3-butenylmethyldimethoxysilane CC(CC=C)[Si](OC)(OC)C